N-(beta-aminoethyl)aminopropyl-triethoxysilane methyl-3-[(1E)-prop-1-en-1-yl]indolizine-2-carboxylate COC(=O)C=1C=C2C=CC=CN2C1\C=C\C.NCCNCCC[Si](OCC)(OCC)OCC